methyl-9-mesityl-acridine perchlorate Cl(=O)(=O)(=O)O.CC1=CC=CC2=NC3=CC=CC=C3C(=C12)C1=C(C=C(C=C1C)C)C